2-CARBAMOYLCYCLOPROPANE-1-CARBOXYLIC ACID C(N)(=O)C1C(C1)C(=O)O